FC=1C=C2C=NC(=NC2=CC1)NC1CC2(CC(C2)OC2=C(C(=O)N)C=CC=N2)C1 2-(((2S,4s,6S)-6-((6-fluoroquinazolin-2-yl)amino)spiro[3.3]heptan-2-yl)oxy)nicotinamide